2-(4-((4-(cyclopropyl((5-(trifluoromethyl)pyridin-2-yl)methyl)amino)-5-fluoro-7H-pyrrolo[2,3-d]pyrimidin-7-yl)methyl)-3-hydroxypiperidin-1-yl)acetamide C1(CC1)N(C=1C2=C(N=CN1)N(C=C2F)CC2C(CN(CC2)CC(=O)N)O)CC2=NC=C(C=C2)C(F)(F)F